tert-butyl 4-((trans)-4-(((2-nitro-4-sulfamoylphenyl)amino)methyl)cyclohexyl)piperazine-1-carboxylate [N+](=O)([O-])C1=C(C=CC(=C1)S(N)(=O)=O)NC[C@@H]1CC[C@H](CC1)N1CCN(CC1)C(=O)OC(C)(C)C